N-[(3S)-2,6-dioxo-3-piperidinyl]-1H-indole-3-carboxamide O=C1NC(CC[C@@H]1NC(=O)C1=CNC2=CC=CC=C12)=O